(2S,4R)-1-[(2S)-2-(4-cyclopropyltriazol-1-yl)-3,3-dimethyl-butanoyl]-N-[3-(2,5-dimethylpyrazol-3-yl)oxypropyl]-4-hydroxy-pyrrolidine-2-carboxamide C1(CC1)C=1N=NN(C1)[C@H](C(=O)N1[C@@H](C[C@H](C1)O)C(=O)NCCCOC=1N(N=C(C1)C)C)C(C)(C)C